NC1=NC2=CC=C(C=C2C=C1C)C(=O)N([C@@H](C)C1=NC=CC=N1)CC1=CC=C(C=C1)C1COC1 2-amino-3-methyl-N-(4-(3-oxetanyl)benzyl)-N-((1S)-1-(2-pyrimidinyl)ethyl)-6-quinolinecarboxamide